C1(CC1)N1N=C2C(=NN(C(C2=C1)=O)C1(CC1)C(=O)O)C(C)C (2-cyclopropyl-7-isopropyl-4-oxo-2,4-dihydro-5H-pyrazolo[3,4-d]pyridazin-5-yl)cyclopropane-1-carboxylic acid